C(CCCCCCCCCCC)OC([C@@H](N(C(CCCCC)=O)C(CCCCC)=O)CCCCN)=O dicaproyl-lysine lauryl ester